7-[(6R)-6-(1-cyclopropylpyrazol-4-yl)-3,6-dihydro-2H-pyran-4-yl]-5-(2,4-difluorophenyl)-3-methoxy-2-methyl-1,6-naphthyridine C1(CC1)N1N=CC(=C1)[C@H]1C=C(CCO1)C1=NC(=C2C=C(C(=NC2=C1)C)OC)C1=C(C=C(C=C1)F)F